6-(((3-Chloro-1-methyl-1H-indazol-6-yl)methoxy)pyridin-2-yl)piperidine-1-carboxylic acid tert-butyl ester C(C)(C)(C)OC(=O)N1CCCCC1C1=NC=CC=C1OCC1=CC=C2C(=NN(C2=C1)C)Cl